C(C)(C)N1C(C2=CC=CC(=C2C1)B(O)O)=O (2-ISOPROPYL-1-OXOISOINDOLIN-4-YL)BORONIC ACID